N1C(=NC2=C1C=CC=C2)C2=CC(=NN2C)NC(=O)C=2C=NC(=CC2)N2[C@H](COCC2)C N-[5-(1H-benzimidazol-2-yl)-1-methyl-pyrazol-3-yl]-6-[(3S)-3-methylmorpholin-4-yl]pyridine-3-carboxamide